docosyl sebacate C(CCCCCCCCC(=O)[O-])(=O)OCCCCCCCCCCCCCCCCCCCCCC